C(C)OC1=CC=C(C=C1)NC(C1=C(C=CC(=C1)[N+](=O)[O-])SC1=NN=NN1C)=O N-(4-ethoxy-phenyl)-2-(1-methyl-1H-tetrazol-5-ylsulfanyl)-5-nitro-benzamide